3-formyl-2,5-dimethyl-1H-pyrrole C(=O)C1=C(NC(=C1)C)C